O1CCN(CC1)CCNC(=O)C(=O)NCCN1CCOCC1 N,N'-bis(2-morpholinoethyl)oxamide